[C].[Zr].[Al].[C].N1CC(C1)NC1=CC=C(C=C1)NC1=NC2=C(C=CC=C2C=N1)C=1C=C(C=CC1)NC(C=C)=O N-(3-(2-((4-(azetidin-3-ylamino)phenyl)amino)quinazolin-8-yl)phenyl)acrylamide carbon aluminum-zirconium carbon